4'-(benzyloxy)-[1,1'-biphenyl]-4-carbonitrile C(C1=CC=CC=C1)OC1=CC=C(C=C1)C1=CC=C(C=C1)C#N